CP(C1=NC(=CC=C1)C)(C)=O dimethyl-(6-methylpyridin-2-yl)phosphine oxide